N(CCO)CCO.C1(CCCC1)C1=C(C=C(COC2=CC=3C4=C(NC3C=C2)[C@H](CC4)CC(=O)O)C=C1)C(F)(F)F (R)-2-(7-(4-cyclopentyl-3-(trifluoromethyl)benzyloxy)-1,2,3,4-tetrahydrocyclopenta[b]indol-3-yl)acetic acid diethanolamine salt